2,9-Dichlorophenanthroline ClC1=NC2=C3N=C(C=CC3=CC=C2C=C1)Cl